CC[C@H]1/C=C(/[C@H](C/C=C/C=C(/C(=O)OC(C/C=C(/C=C(/[C@@H]1O[C@H]2[C@H]([C@H]([C@@H](C(O2)(C)C)OC(=O)C(C)C)O)O)\\C)\\C)[C@@H](C)O)\\CO[C@H]3[C@H]([C@H]([C@@H]([C@H](O3)C)OC(=O)C4=C(C(=C(C(=C4O)Cl)O)Cl)CC)O)OC)O)\\C The molecule is an 18-membered macrolide that is a fermentation product obtained from the Actinomycete Dactylosporangium aurantiacum. A narrow spectrum antibiotic used for treatment of Clostridium difficile-related infections. It has a role as an EC 2.7.7.6 (RNA polymerase) inhibitor, an antibacterial drug and a bacterial metabolite. It is a macrolide antibiotic, a glycoside, an organochlorine compound, a carboxylic ester and a member of phenols.